FC=1N=C(SC1CN1C[C@]2(C[C@@H]1C)CC=1C(=NC=CC1O2)OC)NC(C)=O N-(4-fluoro-5-(((2r,5's)-4-methoxy-5'-methyl-3H-spiro[furo[3,2-c]pyridin-2,3'-pyrrolidin]-1'-yl)methyl)thiazol-2-yl)acetamide